2-(bicyclo[1.1.1]pentan-1-yl)-N-((5-chloro-6-(thiazol-4-ylmethoxy)-1H-indol-2-yl)methyl)acetamide C12(CC(C1)C2)CC(=O)NCC=2NC1=CC(=C(C=C1C2)Cl)OCC=2N=CSC2